[Si](C)(C)(C(C)(C)C)O[C@@H]1CCC=2C1=NC=C(C2Cl)C#N (R)-7-(tert-butyldimethylsilyloxy)-4-chloro-6,7-dihydro-5H-cyclopenta[b]pyridine-3-carbonitrile